tert-butyl 2-(methyl(m-tolyl)carbamoyl)-1H-pyrrolo[3,2-c]pyridine-1-carboxylate CN(C(=O)C1=CC=2C=NC=CC2N1C(=O)OC(C)(C)C)C=1C=C(C=CC1)C